The molecule is a pyrazolopyrimidine that is pyrazolo[1,5-a]pyrimidine which is substituted at positions 3, 5, and 7 by cyano, {3-acetamido-4-[(2-aminoethyl)(methyl)amino]phenyl}nitrilo and cyclopropylnitrilo groups, respectively. It is a DYRK2 and CSNK2A2 kinase inhibitor. It has a role as an EC 2.7.12.* [dual-specificity kinases (those acting on Ser/Thr and Tyr residues)] inhibitor, an antineoplastic agent and an EC 2.7.11.1 (non-specific serine/threonine protein kinase) inhibitor. It is a pyrazolopyrimidine, a member of cyclopropanes, a nitrile, a substituted aniline, a secondary amino compound, a member of acetamides and a tertiary amino compound. CC(=O)NC1=C(C=CC(=C1)NC2=NC3=C(C=NN3C(=C2)NC4CC4)C#N)N(C)CCN